5-((5-(6-(((1R,3R)-3-aminocyclopentyl)oxy)-2,3-difluorophenyl)-1H-pyrazol-3-yl)amino)pyrazine-2-carbonitrile N[C@H]1C[C@@H](CC1)OC1=CC=C(C(=C1C1=CC(=NN1)NC=1N=CC(=NC1)C#N)F)F